N-(4-(Difluoromethoxy)phenyl)-4-methoxy-N-(1-(1-methyl-1H-pyrazol-5-yl)piperidin-4-yl)pyridin-3-amine FC(OC1=CC=C(C=C1)N(C=1C=NC=CC1OC)C1CCN(CC1)C1=CC=NN1C)F